CC1(C(N)C=CC(=C1)N1N=NC=C1)[2H] 2-methyl-4-(1H-1,2,3-triazol-1-yl)aniline-2-d